hexadecene selenium [Se].C=CCCCCCCCCCCCCCC